6-(Butylamino)-4-(6-(6-((6-methoxypyridin-3-yl)methyl)-3,6-diazabicyclo[3.1.1]hept-3-yl)Pyridin-3-yl)pyrazolo[1,5-a]pyridine-3-carbonitrile C(CCC)NC=1C=C(C=2N(C1)N=CC2C#N)C=2C=NC(=CC2)N2CC1N(C(C2)C1)CC=1C=NC(=CC1)OC